C(CCC)C1CS(C2=C(N(C1)C1=CC=C(C=C1)F)C=C(C(=C2)OCC2CC2)SC)(=O)=O 1-(((3-Butyl-5-(4-fluorophenyl)-7-(methylthio)-1,1-dioxido-2,3,4,5-tetrahydro-1,5-benzothiazepin-8-yl)oxy)methyl)cyclopropan